methyl 2-((4-(2-(4-chloro-2-fluorophenyl)-2H-chromen-8-yl-2-d) piperidin-1-yl) methyl)-3-(((S)-oxetan-2-yl) methyl)-3H-imidazo[4,5-b]pyridine-5-carboxylate ClC1=CC(=C(C=C1)C1(OC2=C(C=CC=C2C=C1)C1CCN(CC1)CC1=NC=2C(=NC(=CC2)C(=O)OC)N1C[C@H]1OCC1)[2H])F